[Al].[Gd] Gadolinium-Aluminium